3-[4-fluoro-3-methyl-2-oxo-5-[4-[[4-(4-piperidylmethyl)-1-piperidyl]methyl]-1-piperidyl]benzimidazol-1-yl]piperidine-2,6-dione FC1=C(C=CC=2N(C(N(C21)C)=O)C2C(NC(CC2)=O)=O)N2CCC(CC2)CN2CCC(CC2)CC2CCNCC2